BrC1=C(C=C(C=C1C)N1N=C(C(NC1=O)=O)NC(OC(C)(C)C)=O)C tert-butyl N-[2-(4-bromo-3,5-dimethyl-phenyl)-3,5-dioxo-1,2,4-triazine-6-yl]carbamate